1-benzyl 2-methyl (2R,4R)-4-aminopyrrolidine-1,2-dicarboxylate N[C@@H]1C[C@@H](N(C1)C(=O)OCC1=CC=CC=C1)C(=O)OC